NCCCCC(C)N1C(=NC2=C1C(=CC=C2)C=2OC(=NN2)C)NC(=O)C=2C=C(C(=O)O)C=CC2 3-((1-(6-aminohexan-2-yl)-7-(5-methyl-1,3,4-oxadiazol-2-yl)-1H-benzo[d]imidazol-2-yl)carbamoyl)benzoic acid